ClC1=CC=2C3=C(C(=NC2C(=C1C=1C=CC(=C2C=CC=NC12)F)F)N1CC(C1)N(C)C)C=NN3[C@@H]3C[C@H](N(CC3)C(=O)OC(C)(C)C)CC#N tert-butyl (2S,4S)-4-(8-chloro-4-(3-(dimethylamino)azetidin-1-yl)-6-fluoro-7-(5-fluoroquinolin-8-yl)-1H-pyrazolo[4,3-c]quinolin-1-yl)-2-(cyanomethyl)piperidine-1-carboxylate